C(C)OC(=O)C1=CN(C2=NC(=CC(=C2C1=O)C)Cl)C1=NC(=NS1)C 7-chloro-1-(3-methyl-1,2,4-thiadiazol-5-yl)-5-methyl-4-oxo-1,4-dihydro-1,8-naphthyridine-3-carboxylic acid ethyl ester